2-((3aR,5r,6aS)-5-benzyl-5-hydroxyhexa-hydrocyclopenta[c]pyrrol-2(1H)-yl)-1-(4-(2-hydroxypropan-2-yl)phenyl)ethanone C(C1=CC=CC=C1)C1(C[C@@H]2[C@@H](CN(C2)CC(=O)C2=CC=C(C=C2)C(C)(C)O)C1)O